2,6-Dichloro-4-Boc-amino-5-nitropyridine ClC1=NC(=C(C(=C1N)C(=O)OC(C)(C)C)[N+](=O)[O-])Cl